3-[CYCLOPROPYL(METHYL)AMINO]PROPANOIC ACID C1(CC1)N(CCC(=O)O)C